(R)-Benzyl 4-(2-azido-3-(2H-tetrazol-2-yl)propoxy)benzoate N(=[N+]=[N-])[C@@H](COC1=CC=C(C(=O)OCC2=CC=CC=C2)C=C1)CN1N=CN=N1